(rac)-2-((2'S,3'R,5'R)-6-chloro-3'-(3-chlorophenyl)-1'-(cyclopropylmethyl)-1-(hydroxymethyl)-2,6'-dioxospiro[indoline-3,2'-piperidine]-5'-yl)acetic Acid ClC1=CC=C2C(=C1)N(C([C@@]21N(C([C@H](C[C@@H]1C1=CC(=CC=C1)Cl)CC(=O)O)=O)CC1CC1)=O)CO |r|